CC(C)[Si](OCCCCN)(C(C)C)C(C)C 4-[[Tris(1-methylethyl)silyl]oxy]-1-butanamine